2,2-dimethyl-4,14-dioxo-3,7,10-trioxa-13-azaheptadecan CC(C)(OC(CCOCCOCCNC(CCC)=O)=O)C